C(C#CC)OC=1C=C(N)C=CC1 3-(but-2-yn-1-yloxy)aniline